(3S)-N-[(2S)-2-(dimethylamino)-3-(2-methoxyquinolin-6-yl)propyl]-3-(pyridin-3-yl)-3-[1-(trifluoromethyl)cyclopropyl]propanamide CN([C@H](CNC(C[C@H](C1(CC1)C(F)(F)F)C=1C=NC=CC1)=O)CC=1C=C2C=CC(=NC2=CC1)OC)C